4-((2-(4-Fluorophenoxy)-5-(3-chloropyridin-4-yl)benzamido)methyl)benzoic acid FC1=CC=C(OC2=C(C(=O)NCC3=CC=C(C(=O)O)C=C3)C=C(C=C2)C2=C(C=NC=C2)Cl)C=C1